n-hexyl mercaptopropionate SC(C(=O)OCCCCCC)C